C(#N)C1=CC(=C(COC2=NC=CC(=N2)N2CC3=C(C2)CN(C3)CC3=NC2=C(N3CCOC)C=C(C=C2)C(=O)O)C=C1)F 2-((5-(2-((4-cyano-2-fluorobenzyl)oxy)pyrimidin-4-yl)-3,4,5,6-tetrahydropyrrolo[3,4-c]pyrrol-2(1H)-yl)methyl)-1-(2-methoxyethyl)-1H-benzo[d]imidazole-6-carboxylic acid